(2R,3S)-2-(3-(6-chloro-7-methyl-3H-imidazo[4,5-b]pyridin-3-yl)propyl)piperidin-3-ol dihydrochloride Cl.Cl.ClC=1C(=C2C(=NC1)N(C=N2)CCC[C@H]2NCCC[C@@H]2O)C